ethyl 2-chloro-5-ethylbenzoate ClC1=C(C(=O)OCC)C=C(C=C1)CC